C(C)(CC)C1(C=CC=C1)[Y](C1(C=CC=C1)C(C)CC)C1(C=CC=C1)C(C)CC tris(sec-butylcyclopentadienyl)yttrium (III)